BrC=1C(=COC1)C(=O)OC methyl 4-bromofuran-3-carboxylate